4-Bicyclopentyloxy-2,4,6,8-tetramethyl-cyclotetrasiloxane C1(CCCC1)(C1CCCC1)O[Si]1(O[SiH](O[SiH](O[SiH](O1)C)C)C)C